N-(2-Fluorophenyl)-2-[4-([1,2,4]triazolo[1,5-a]pyridin-7-yl)phenyl]acetamide FC1=C(C=CC=C1)NC(CC1=CC=C(C=C1)C1=CC=2N(C=C1)N=CN2)=O